3-(5-chloro-6-methoxypyridazin-3-yl)-4,4-difluoropiperidine-1-carboxylic acid benzyl ester C(C1=CC=CC=C1)OC(=O)N1CC(C(CC1)(F)F)C=1N=NC(=C(C1)Cl)OC